2-(3-(1H-benzo[d]imidazol-1-yl)-5-(cyano)phenoxy)-9-(4-(tert-butyl)pyridin-2-yl)-4-(cyano)-9H-carbazole N1(C=NC2=C1C=CC=C2)C=2C=C(OC1=CC=3N(C4=CC=CC=C4C3C(=C1)C#N)C1=NC=CC(=C1)C(C)(C)C)C=C(C2)C#N